3-(3-chloro-2-methoxyanilino)-2-{3-[(2-methyloxetan-2-yl)methoxy]pyridin-4-yl}-1,5,6,7-tetrahydro-4H-pyrrolo[3,2-c]pyridin-4-one ClC=1C(=C(NC2=C(NC3=C2C(NCC3)=O)C3=C(C=NC=C3)OCC3(OCC3)C)C=CC1)OC